1,4-diamino-2-butanone NCC(CCN)=O